(S)-2-(4-amino-1,3-dioxoisoindolin-2-yl)-4-methylpentanoic acid NC1=C2C(N(C(C2=CC=C1)=O)[C@H](C(=O)O)CC(C)C)=O